C(C)(C(=O)O)(C(=O)O)C(=O)O 1,1,1-ethanetricarboxylic acid